3-methyl-N-(2-oxo-2-(4-(5-(trifluoromethyl)-1,2,4-oxadiazol-3-yl)phenyl)ethyl)benzamide CC=1C=C(C(=O)NCC(C2=CC=C(C=C2)C2=NOC(=N2)C(F)(F)F)=O)C=CC1